N1=CC(=CC=C1)C#CC1=CC=C(S1)\C=N/O (Z)-5-(pyridin-3-ylethynyl)thiophene-2-carbaldehyde oxime